Adenosine 3'-O-phosphoramidite P(O)(N)O[C@H]1[C@H]([C@@H](O[C@@H]1CO)N1C=NC=2C(N)=NC=NC12)O